CC(C)(C)OC(=O)N[C@H](CC(=O)O)C1=CC=CC=C1 Boc-(R)-3-amino-3-phenylpropionic acid